4'-methyl-4-biphenyl-carboxylic acid CC1=CC=C(C=C1)C1=CC=C(C=C1)C(=O)O